2,4,6-trimercapto-1,3,5-triazine trisodium salt [Na].[Na].[Na].SC1=NC(=NC(=N1)S)S